C(C)OC1=C(C=C2C(=C(C=NC2=C1)F)C1=CC(=C(C(=O)O)C=C1)C(C)C)F 4-(7-ethoxy-3,6-difluoroquinolin-4-yl)-2-isopropylbenzoic acid